C(#N)C[C@@H]1N(CCN(C1)C1=NC(=NC=2CN(CCCC21)C2=CC=CC1=CC=CC(=C21)C(F)(F)F)OC[C@H]2N(CCC2)C)C(=O)OCC2=CC=CC=C2 benzyl (2S)-2-(cyanomethyl)-4-[2-[[(2S)-1-methylpyrrolidin-2-yl]methoxy]-8-[8-(trifluoromethyl)-1-naphthyl]-5,6,7,9-tetrahydropyrimido[4,5-c]azepin-4-yl]piperazine-1-carboxylate